2'-fluoro-3-((4-fluoro-3-hydroxyphenyl)(methyl)amino)-3'-hydroxy-1,1'-biphenyl FC1=C(C=CC=C1O)C1=CC(=CC=C1)N(C)C1=CC(=C(C=C1)F)O